[3-(4-hydroxycinnolin-7-yl)-4-methoxyphenyl]boronic acid OC1=CN=NC2=CC(=CC=C12)C=1C=C(C=CC1OC)B(O)O